pentanedi-nitrile C(CCCC#N)#N